8-methyl-4-methylene-nonanal CC(CCCC(CCC=O)=C)C